NC1=NC=CC(=C1)COC=1C(=NC=C(N1)C1=CC(=C2CCN(CC2=C1)C)OC)N ((2-aminopyridin-4-yl)methoxy)-5-(5-methoxy-2-methyl-1,2,3,4-tetrahydroisoquinolin-7-yl)pyrazin-2-amine